COC([C@@H]1CC[C@H](CC1)OC1CCNCC1)OC trans-4-[4-(dimethoxymethyl)cyclohexoxy]piperidine